N[C@]1(COCC1)C(=O)NC1=CC(=C2CC(CC2=C1)C(=O)OCC)F ethyl 6-[[(3R)-3-aminotetrahydrofuran-3-carbonyl] amino]-4-fluoro-indan-2-carboxylate